[1-(2-chloro-6-fluoro-4-nitro-phenyl)-4-hydroxy-4-piperidinyl]Tert-butyl acetate C(C)(=O)OC(CC1(CCN(CC1)C1=C(C=C(C=C1F)[N+](=O)[O-])Cl)O)(C)C